CC1(N([C@@H](CO1)C=O)C(=O)OC(C)(C)C)C (S)-(-)-3-boc-2,2-dimethyloxazolidine-4-carboxaldehyde